ClC=1C(=C(C=C(C1CC1=C(C(=C(C=C1)O)C(C)C)F)Cl)NCC(=O)O)F (3,5-dichloro-2-fluoro-4-(2-fluoro-4-hydroxy-3-isopropylbenzyl)phenyl)glycine